[N+](=O)([O-])C=1C=C2C(=NN(C2=CC1)C1OCCCC1)C(=O)O 5-nitro-1-(tetrahydro-2H-pyran-2-yl)-1H-indazole-3-carboxylic acid